C(C)C=1C(=CC=C2C=C(C=CC12)O[Si](C(C)C)(C(C)C)C(C)C)F 8-Ethyl-7-fluoro-3-((triisopropylsilyl)oxy)naphthalen